C1(CC1)N1CCN(CC1)C1=CC(=C(C=C1C=1C=NN(C1)C)NC=1N=C(C2=C(N1)NC=C2)NC=2C(=C1N=CC=NC1=CC2)P(C)(C)=O)OC (6-((2-((4-(4-cyclopropyl-piperazin-1-yl)-2-methoxy-5-(1-methyl-1H-pyrazol-4-yl)phenyl)amino)-7H-pyrrolo[2,3-d]pyrimidin-4-yl)amino)quinoxalin-5-yl)dimethyl-phosphine oxide